(R or S)-2-(3-((R or S)-1-(((R)-((R)-8-cyano-1,2,3,4-tetrahydroquinoxalin-2-yl)(phenyl)methyl)amino)propan-2-yl)phenyl)propanoic acid C(#N)C=1C=CC=C2NC[C@@H](NC12)[C@@H](C1=CC=CC=C1)NC[C@H](C)C=1C=C(C=CC1)[C@H](C(=O)O)C |o1:21,29|